glutamic acid diacetic acid, tetrasodium salt [Na+].[Na+].[Na+].[Na+].C(CN([C@@H](CCC(=O)[O-])C(=O)[O-])CC(=O)[O-])(=O)[O-]